5-{4-[4-(5-cyclopropyl-3-methylpyridin-2-yl)piperazine-1-carbonyl]phenyl}-5-ethylimidazolidine-2,4-dione C1(CC1)C=1C=C(C(=NC1)N1CCN(CC1)C(=O)C1=CC=C(C=C1)C1(C(NC(N1)=O)=O)CC)C